1-Methyl-N-(4-(4-methylpiperidin-1-yl)phenyl)-1H-benzo[d]imidazol-5-amine CN1C=NC2=C1C=CC(=C2)NC2=CC=C(C=C2)N2CCC(CC2)C